DiEthylHexylSebacate C(C)C(C(C(=O)[O-])(CCCCCC)CC)CCCCCCC(=O)[O-]